S1C(=CC=C1)C1=C(OCC2OC2)C=CC=C1 ((2-(thiophen-2-yl)phenoxy)methyl)oxirane